OC(C)C1=CC=CC(=N1)N1C[C@@H]2[C@H](C1)CN(C2)C=O ((3aR,6aS)-5-(6-(1-hydroxyethyl)pyridin-2-yl)hexahydropyrrolo[3,4-c]pyrrol-2(1H)-yl)methanone